6-cyclopropyl-1-isopropyl-N-(1-(3,4,5-trimethoxyphenyl)-1H-imidazol-4-yl)-1H-pyrazolo[3,4-d]pyrimidin-4-amine C1(CC1)C1=NC(=C2C(=N1)N(N=C2)C(C)C)NC=2N=CN(C2)C2=CC(=C(C(=C2)OC)OC)OC